[C@H]12CN(C[C@H](CC1)N2)C2=NC(=NC1=C(C(=C(C=C21)F)C2=NC(=CC1=CC=CC(=C21)Cl)N)F)OC[C@]21CCCN1C[C@@H](C2)F 1-(4-((1R,5S)-3,8-diazabicyclo[3.2.1]octan-3-yl)-6,8-difluoro-2-(((2R,7aS)-2-fluorotetrahydro-1H-pyrrolizin-7a(5H)-yl)methoxy)quinazolin-7-yl)-8-chloroisoquinolin-3-amine